(1R,3s,5S)-8-(6-((2,3-dichlorophenyl)thio)-1,2,4-triazin-3-yl)-8-azabicyclo[3.2.1]octan-3-amine ClC1=C(C=CC=C1Cl)SC1=CN=C(N=N1)N1[C@H]2CC(C[C@@H]1CC2)N